CN1C(N(C2=C1C=C(C=C2)C2CCN(CC2)CCCCCNC)C2C(NC(CC2)=O)=O)=O 3-[3-methyl-5-[1-[5-(methylamino)pentyl]-4-piperidyl]-2-oxo-benzimidazol-1-yl]piperidine-2,6-dione